C(CCCCCCC\C=C/CCCCCCCC)(=O)N(C(CCCCCCC\C=C/CCCCCCCC)=O)CC(N)CCO N,N-dioleoyl-hydroxyethyl-2-aminoethylamine